(5-fluoro-6-(4-(hydroxymethyl)piperidin-1-yl)pyridin-3-yl)piperidine-2,6-dione FC=1C=C(C=NC1N1CCC(CC1)CO)N1C(CCCC1=O)=O